F[C@H]1[C@@H](CN(CC1)C=1C=CC(=NC1)NC=1C2=C(C(=NC1)C1=C3C(=NC=C1)N(C=C3)C)CNC2=O)O 7-((5-((3R,4R)-4-fluoro-3-hydroxypiperidin-1-yl)pyridin-2-yl)amino)-4-(1-methyl-1H-pyrrolo[2,3-b]pyridin-4-yl)-2,3-dihydro-1H-pyrrolo[3,4-c]pyridin-1-one